bromo-2-chloro-6-oxo-1,6-dihydropyridine-3-carboxylic acid BrN1C(=C(C=CC1=O)C(=O)O)Cl